FC1=C(C(=CC(=C1)OC)F)[C@H]1[C@@H](C(NC1)=O)NC=1OC(=NN1)C1=CC=C(C=C1)C (3S,4R)-4-(2,6-difluoro-4-methoxyphenyl)-3-{[5-(4-methylphenyl)-1,3,4-oxadiazol-2-yl]amino}pyrrolidin-2-one